2-(tert-butoxycarbonyl)-1-methyl-1,2,3,4-tetrahydroisoquinoline-8-carboxylic acid C(C)(C)(C)OC(=O)N1C(C2=C(C=CC=C2CC1)C(=O)O)C